6-Chloro-7-(5-fluoro-6-(4-(2-methoxyethyl)-1,4-diazepan-1-ylsulfonyl)-1H-benzo[d]imidazol-2-yl)quinoline ClC=1C=C2C=CC=NC2=CC1C1=NC2=C(N1)C=C(C(=C2)F)S(=O)(=O)N2CCN(CCC2)CCOC